2-(cyclobutylamino)pyrimidin-5-ylboronic acid C1(CCC1)NC1=NC=C(C=N1)B(O)O